N-[(1S)-1-cyclohexyl-2-[4-(3,5-dimethyl-1H-pyrazol-4-yl)anilino]-2-oxo-ethyl]-2-ethyl-pyrazole-3-carboxamide C1(CCCCC1)[C@@H](C(=O)NC1=CC=C(C=C1)C=1C(=NNC1C)C)NC(=O)C=1N(N=CC1)CC